COC1=CC=C(C=N1)C(C)N 1-(6-methoxypyridin-3-yl)ethan-1-amine